N=1C=NN2C1C=C(C=C2)OC2=C(C=C(C=C2)NC2=NC=NC1=CC(=CC(=C21)O[C@@]2(C(CN(CC2)C([2H])([2H])[2H])(F)F)[2H])OC)C (S)-N-(4-([1,2,4]triazolo[1,5-a]pyridin-7-yloxy)-3-methylphenyl)-5-((3,3-difluoro-1-(methyl-d3)piperidin-4-yl-4-d)oxy)-7-methoxyquinazolin-4-amine